3-(5-{2-[4-(p-chlorophenyl)-4-fluoro-1-piperidyl]ethoxy}-7-(trifluoromethyl)-1H-1,3-benzimidazol-1-yl)-1-methylcyclobutanol ClC1=CC=C(C=C1)C1(CCN(CC1)CCOC1=CC2=C(N(C=N2)C2CC(C2)(O)C)C(=C1)C(F)(F)F)F